C(#N)C1=C(N=C(C2=C(N=C(C(=C12)F)C1=CC(=CC2=CC=C(C(=C12)C#C)F)OCOC)OC)N1CC2CCC(C1)N2C(=O)OC(C)(C)C)C tert-butyl 3-[4-cyano-6-[8-ethynyl-7-fluoro-3-(methoxymethoxy)-1-naphthyl]-5-fluoro-8-methoxy-3-methyl-2,7-naphthyridin-1-yl]-3,8-diazabicyclo[3.2.1]octane-8-carboxylate